2-(4-iodophenyl)pyrrolo[2,3-c]Pyridine-1-carboxylic acid tert-butyl ester C(C)(C)(C)OC(=O)N1C(=CC=2C1=CN=CC2)C2=CC=C(C=C2)I